3-(3-(5-(4-chlorophenyl)-1-(2,4-dichlorophenyl)-4-methyl-1H-pyrazole-3-carboxamido)benzamido)propanoic acid ClC1=CC=C(C=C1)C1=C(C(=NN1C1=C(C=C(C=C1)Cl)Cl)C(=O)NC=1C=C(C(=O)NCCC(=O)O)C=CC1)C